C(C)(C)N1C(NC(=C(C1=O)C)N[C@@H](C)C1=CC=CC=C1)=O (S)-3-isopropyl-5-methyl-6-((1-phenylethyl)amino)pyrimidine-2,4(1h,3h)-dione